C(CCC)C1=NN(C(=C1O)CC)CCC Butyl-4-hydroxy-5-ethyl-1-n-propyl-pyrazol